C(#N)C(CNC=1C(=CC=C2C=CC(=CC12)C1=NC=CC(=N1)C(=O)NC1CCN(CC1)C)OCC)=C 2-[8-(2-cyanoallylamino)-7-ethoxy-2-naphthyl]-N-(1-methyl-4-piperidyl)pyrimidine-4-carboxamide